BrC1=CC(=CC(=N1)NC(=O)[C@H]1NC[C@@H](C1)F)Cl (2S,4R)-N-(6-bromo-4-chloropyridin-2-yl)-4-fluoropyrrolidine-2-carboxamide